ClC1=C(C=CC=C1NC=1C=NC(=NC1)C1CC1)[C@@]1(CC(N(C(N1)=N)[C@H]1C[C@H](OCC1)C)=O)C |o1:24,26| (6S)-6-{2-Chloro-3-[(2-cyclopropylpyrimidin-5-yl)amino]-phenyl}-2-imino-6-methyl-3-[(2R*,4R*)-2-methyltetrahydro-pyran-4-yl]hexahydropyrimidin-4-one